BrC=1C(=NC=CC1)CC1N(C(C2=CC=CC=C12)=O)CC1=NC=C(C=C1)O 3-((3-bromopyridin-2-yl)methyl)-2-((5-hydroxypyridin-2-yl)methyl)isoindolin-1-one